N-(4-((6-(isopropylsulfonyl)pyridin-2-yl)amino)-5-(1-methyl-1H-pyrazol-3-yl)pyridin-2-yl)acetamide C(C)(C)S(=O)(=O)C1=CC=CC(=N1)NC1=CC(=NC=C1C1=NN(C=C1)C)NC(C)=O